COC1=C(C(=CC(=C1)OC)O)C=1C(=CC(=CC1OC)OC)O 3,3',5,5'-tetramethoxy-2,2'-biphenol